(S)-3-(1,3-Dioxoisoindolin-2-yl)-N-(thieno[2,3-c]pyridin-2-yl)-2-(4-(((triisopropylsilyl)oxy)methyl)phenyl)propanamide O=C1N(C(C2=CC=CC=C12)=O)C[C@@H](C(=O)NC1=CC=2C(=CN=CC2)S1)C1=CC=C(C=C1)CO[Si](C(C)C)(C(C)C)C(C)C